N-((3S,4S)-3-((6-(2,6-dichloro-3,5-dimethoxyphenyl)-8-oxo-8H-pyrano[3,2-d]pyrimidin-2-yl)amino)tetrahydro-2H-pyran-4-yl)acrylamide ClC1=C(C(=C(C=C1OC)OC)Cl)C1=CC(C=2N=C(N=CC2O1)N[C@@H]1COCC[C@@H]1NC(C=C)=O)=O